(E)-4-(3,5-Dimethoxystyryl)pyridine COC=1C=C(/C=C/C2=CC=NC=C2)C=C(C1)OC